ClC1=C(C=CC(=C1)I)N1C=NC(=C1)C1=NC(=NC=C1C(F)(F)F)NC1CCN(CC1)S(=O)(=O)C (1-(2-chloro-4-iodophenyl)-1H-imidazol-4-yl)-N-(1-(methylsulfonyl)piperidin-4-yl)-5-(trifluoromethyl)pyrimidin-2-amine